2-{2-[(1H-1,3-Benzodiazol-2-ylmethyl)amino]ethyl}-N-[(2-methylpyridin-4-yl)methyl]-1,3-thiazole-4-carboxamide N1C(=NC2=C1C=CC=C2)CNCCC=2SC=C(N2)C(=O)NCC2=CC(=NC=C2)C